((S)-1-((S)-pyrrolidin-2-yl)isochroman-6-yl)pyridine N1[C@@H](CCC1)[C@H]1OCCC2=CC(=CC=C12)C1=NC=CC=C1